CC(CC(=O)O[C@H](CC(=O)[O-])C[N+](C)(C)C)O The molecule is an O-hydroxybutyryl-L-carnitine in which the acyl group is specified as 3-hydroxybutyryl. It is an O-hydroxybutyryl-L-carnitine and a hydroxy-fatty acyl-L-carnitine. It derives from a 3-hydroxybutyric acid.